ClC1=C(COC=2C=C3CCC(C3=CC2)N2C(CC(CC2)C(=O)OC)C)C(=CC=C1)Cl methyl 1-(5-((2,6-dichlorobenzyl)oxy)-2,3-dihydro-1H-inden-1-yl)-2-methyl-piperidine-4-carboxylate